4-(N-carbazolylphenyl)phenylphosphine oxide C1=CC=CC=2C3=CC=CC=C3N(C12)C1=C(C=CC=C1)C1=CC=C(C=C1)[PH2]=O